ClCCN(C(=O)NC1CCCCC1)N=O 1-(2-chloroethyl)-3-cyclohexyl-1-nitrosourea